4-[6-(tert-butoxycarbonylamino-methyl)-pyridin-3-ylcarbamoyl]-bicyclo[2.2.2]octane-1-carboxylic acid C(C)(C)(C)OC(=O)NCC1=CC=C(C=N1)NC(=O)C12CCC(CC1)(CC2)C(=O)O